6-Bromo-4-[7-chloro-2-(oxan-2-yl)indazol-4-yl]-7-fluoro-2-[(4-methoxyphenyl)methoxy]quinolin-3-amine BrC=1C=C2C(=C(C(=NC2=CC1F)OCC1=CC=C(C=C1)OC)N)C=1C2=CN(N=C2C(=CC1)Cl)C1OCCCC1